O=C1NCCC12CCN(CC2)C(=O)OC(C)(C)C tert-butyl 1-oxo-2,8-diazaspiro[4.5]decane-8-carboxylate